C1(CC1)C#CC1=CC=C2C=C(N(C2=C1)C(=O)OC(C)(C)C)C(=O)OC 1-tert-butyl 2-methyl 6-(cyclopropylethynyl)-1H-indole-1,2-dicarboxylate